FC(S(=O)(=O)OC1=CC(=CC2=CC=CC(=C12)C#C[Si](C(C)C)(C(C)C)C(C)C)OCOC)(F)F 3-(methoxy methoxy)-8-((triisopropylsilyl)ethynyl)naphthalen-1-yl trifluoromethanesulfonate